C(C)OC(=O)C=1C=NN2C1N=C(C(=C2Cl)C2=C(C=C(C=C2)Cl)F)Cl 5,7-dichloro-6-(4-chloro-2-fluorophenyl)pyrazolo[1,5-a]Pyrimidine-3-carboxylic acid ethyl ester